BrCC=1C=CC2=C(N=NS2)C1 5-(bromomethyl)benzo[d][1,2,3]thiadiazole